3-{(1r,5s,6r)-6-[ethyl-(methyl)carbamoyl]-3-azabicyclo[3.1.0]hex-3-yl}-9-azabicyclo[3.3.1]nonane-9-carboxylic acid ethyl ester C(C)OC(=O)N1C2CC(CC1CCC2)N2C[C@H]1C([C@H]1C2)C(N(C)CC)=O